NC1(CCN(CC1)C1=NC(=C(C=2N1C=CN2)C2=C(C(=CC=C2)Cl)Cl)N)C 5-(4-amino-4-methylpiperidin-1-yl)-8-(2,3-dichlorophenyl)imidazo[1,2-c]pyrimidin-7-amine